COC(=O)C=1C=CC=2N(C1)C=CN2 methylimidazo[1,2-a]pyridine-6-carboxylate